1-{3-[(1R)-1-{[6-(dimethylphosphoryl)-2-methylpyrido[3,4-d]pyrimidin-4-yl]amino}ethyl]-2-fluorophenyl}-1,1-difluoro-3,3-dimethylbutan-2-one CP(=O)(C)C1=CC2=C(N=C(N=C2N[C@H](C)C=2C(=C(C=CC2)C(C(C(C)(C)C)=O)(F)F)F)C)C=N1